5-chloro-1-[[(2R,5S)-5-(hydroxymethyl)-1,4-dioxan-2-yl]methyl]-6H-pyrazolo[4,3-d]pyrimidin-7-one ClC=1NC(C2=C(N1)C=NN2C[C@H]2OC[C@@H](OC2)CO)=O